ClC=1C=C(C=CC1)C(CCO)O 1-(3-chlorophenyl)-1,3-propanediol